ClC=1C=CC=2C3CC[C@@]4(/C(/C[C@H](C4C3CCC2C1)CCC(=O)NC=1SCCN1)=N/O)C 3-((13S,15R,E)-3-chloro-17-(hydroxyimino)-13-methyl-7,8,9,11,12,13,14,15,16,17-decahydro-6H-cyclopenta[a]phenanthren-15-yl)-N-(4,5-dihydrothiazol-2-yl)propanamide